CON(C1=NC(=NC(=N1)NCCC)NCCC)C 2-N-methoxy-2-N-methyl-4-N,6-N-dipropyl-1,3,5-triazine-2,4,6-triamine